5-((3-(4-(3-(6-(cyclopropanecarboxamido)-1-(methylamino)-2,7-naphthyridin-4-yl)-2-methoxyphenyl)-1H-pyrazol-1-yl)azetidin-1-yl)methyl)-N,N-dimethylbicyclo[3.1.1]heptane-1-carboxamide C1(CC1)C(=O)NC=1C=C2C(=CN=C(C2=CN1)NC)C=1C(=C(C=CC1)C=1C=NN(C1)C1CN(C1)CC12CCCC(C1)(C2)C(=O)N(C)C)OC